ClC1=C(OC2=C(C(=O)N)C=CC=N2)C=CC(=C1)CC(=O)NC1=CC=C(C=C1)OC1CCN(CC1)C 2-(2-chloro-4-(2-((4-((1-methylpiperidin-4-yl)oxy)phenyl)amino)-2-oxoethyl)phenoxy)nicotinamide